trans-7-methyl-N-(3,4,5-trifluorophenyl)-1,3a,4,9a-tetrahydro-3h,7h-furo[3,4-f]pyrrolo[3,4-b][1,4,5]oxathiazepine-8-carboxamide 5,5-dioxide CN1C(=C2O[C@H]3[C@H](NS(C2=C1)(=O)=O)COC3)C(=O)NC3=CC(=C(C(=C3)F)F)F